OC(CCCCCCCCCCCCCCC(=O)O)CCCCCCCCCCCCCC 16-Hydroxy-triacontanoic acid